C(#N)C1(CC1)C1=CC=C(C=C1)N(C1=C(C=CC(=C1)C=1C(=NOC1C)C)C)CC1CCC(CC1)C(=O)[O-] ((1r,4r)-4-(((4-(1-cyanocyclopropyl)phenyl) (5-(3,5-dimethylisoxazol-4-yl)-2-methylphenyl)amino)methyl)cyclohexyl)formate